COC1=CC=C(COCCCCCC\C=C/CCCCCCCCC/C(=C/C(=O)OCC)/CCCCCCCCC)C=C1 (2E,13Z)-ethyl 20-((4-methoxybenzyl)oxy)-3-nonylicosa-2,13-dienoate